Cl.C1(C=CC(C=C1)=O)=O.C1(C=CC(C=C1)=O)=O.C1(C=CC(C=C1)=O)=O.C1(C=CC(C=C1)=O)=O tetrabenzoquinone hydrochloride